6-(4-(1-Phenylethoxy)phenyl)-N-(piperidin-4-yl)-7H-pyrrolo[2,3-d]pyrimidin-4-amine C1(=CC=CC=C1)C(C)OC1=CC=C(C=C1)C1=CC2=C(N=CN=C2NC2CCNCC2)N1